C(#N)[C@H](C1=CC(=CC=C1)OC1=CC=CC=C1)OC(=O)[C@H]1C([C@H]1C=C(Br)Br)(C)C (S)-α-cyano-3-phenoxybenzyl-(1R,3R)-3-(2,2-dibromoethenyl)-2,2-dimethylcyclopropanecarboxylate